BrC1=C(SC=C1)C=O bromothiophenal